OCCOC1=CC=C(C(=O)O)C=C1 p-(beta-hydroxyethoxy)benzoic acid